5-(4-amino-2-ethoxyphenyl)-3,6-dihydro-7H-[1,2,3]triazolo[4,5-d]pyrimidin-7-one NC1=CC(=C(C=C1)C=1NC(C2=C(N1)NN=N2)=O)OCC